NC=1C(N=C(C(N1)=O)N)=O 3,6-diaminopyrazine-2,5-dione